C(C)(C)(C)OC(N(C1=CSC=C1)CC1=NC=C(C(=C1C)OC)C)=O ((4-methoxy-3,5-dimethylpyridin-2-yl)methyl)(thiophen-3-yl)carbamic acid tert-butyl ester